CN(CCCN1CCN(CC1)C1=CC(=NC=N1)N)C 6-(4-(3-(dimethylamino)propyl)piperazin-1-yl)pyrimidin-4-amine